C1(CC1)COC=1C(=C(C=C(C1C)C1=C(C=CC(=C1)C)S(=O)(=O)[O-])C1=C(C=CC(=C1)C)S(=O)(=O)[O-])C=O 5-(cyclopropylmethoxy)-4-formyl-6-methyl-1,3-phenylenebis(4-methylbenzenesulfonate)